N-(4-(4-(1-methylpiperidin-4-yl)piperazin-1-yl)phenyl)-4-(3-phenylisoxazolidin-2-yl)-5-(trifluoromethyl)pyrimidin-2-amine CN1CCC(CC1)N1CCN(CC1)C1=CC=C(C=C1)NC1=NC=C(C(=N1)N1OCCC1C1=CC=CC=C1)C(F)(F)F